5-(2-(Ethoxymethoxy)-4,6-dimethylphenyl)-1-methyl-1H-imidazo[4,5-b]pyridine C(C)OCOC1=C(C(=CC(=C1)C)C)C1=CC=C2C(=N1)N=CN2C